garosamine OC1[C@H](O)[C@@H](NC)[C@@](C)(O)CO1